4-(2-(difluoro(4-(2-(piperidin-4-yl)ethyl)phenyl)methyl)-5-(ethylsulfonyl)phenyl)-6-methyl-1,6-dihydro-7H-pyrrolo[2,3-c]pyridin-7-one FC(C1=C(C=C(C=C1)S(=O)(=O)CC)C=1C2=C(C(N(C1)C)=O)NC=C2)(C2=CC=C(C=C2)CCC2CCNCC2)F